(R)-5-(3-fluorophenyl)-N-(pyrrolidin-3-yl)-3-ureidothiophene-2-carboxamide FC=1C=C(C=CC1)C1=CC(=C(S1)C(=O)N[C@H]1CNCC1)NC(=O)N